9,12,13-trihydroxy-10-octadecenoic acid OC(CCCCCCCC(=O)O)C=CC(C(CCCCC)O)O